1-methylphenoxazine CC1=CC=CC=2OC3=CC=CC=C3NC12